tert-butyl 3-{[4-(2-methoxyphenyl)pyrimidin-2-yl]methyl}piperidine-1-carboxylate COC1=C(C=CC=C1)C1=NC(=NC=C1)CC1CN(CCC1)C(=O)OC(C)(C)C